2-(6-(2,4-dioxotetrahydropyrimidin-1(2H)-yl)-1H-indol-3-yl)acetic acid O=C1N(CCC(N1)=O)C1=CC=C2C(=CNC2=C1)CC(=O)O